ClC1=C(C2=C(C(N1C)=O)C=1[C@@H](N(CCC1N2)C(=O)C2=NC=C(C=N2)OC)C)Cl (S)-3,4-dichloro-8-(5-methoxypyrimidine-2-carbonyl)-2,9-dimethyl-2,5,6,7,8,9-hexahydro-1H-pyrrolo[3,2-c:4,5-c']dipyridin-1-one